N(=[N+]=[N-])C1(CCC1)C1=C(C=C(C=C1OCOC)OCOC)F 2-(1-azidocyclobutyl)-1-fluoro-3,5-bis(methoxymethoxy)benzene